(R)-8-(2-aminoethyl)-N2-(3-chloro-2-fluorobenzyl)-N4-(1-cyclopropylethyl)quinazoline-2,4-diamine NCCC=1C=CC=C2C(=NC(=NC12)NCC1=C(C(=CC=C1)Cl)F)N[C@H](C)C1CC1